C(CCC)C1=CC=C(C=C1)[SiH2]O p-butylphenyl-silanol